oxybis(propane-3,1-diyl) bis(4-methylbenzenesulfonate) CC1=CC=C(C=C1)S(=O)(=O)OCCCOCCCOS(=O)(=O)C1=CC=C(C=C1)C